C(C)N1N=C(C(=C1)C1=NC=NC2=CC(=C(C=C12)[C@@H](C)O)OC)C1=CC=CC=C1 (R)-1-(4-(1-ethyl-3-phenyl-1H-pyrazol-4-yl)-7-methoxyquinazolin-6-yl)ethan-1-ol